(1H-indol-3-yl)-6-(1H-indol-5-yl)-3,4-dihydroisoquinoline-2(1H)-carboxamide N1C=C(C2=CC=CC=C12)C1N(CCC2=CC(=CC=C12)C=1C=C2C=CNC2=CC1)C(=O)N